6-(3-isopropyl-5-(1-((1-methyl-1H-pyrazol-3-yl)methyl)piperidin-4-yl)-1H-indol-2-yl)-3,8-dimethyl-[1,2,4]triazolo[4,3-a]pyridine C(C)(C)C1=C(NC2=CC=C(C=C12)C1CCN(CC1)CC1=NN(C=C1)C)C=1C=C(C=2N(C1)C(=NN2)C)C